BrC1=CC=C(C=C1)N1CCN(CC1)CCC(OC)OC 1-(4-bromophenyl)-4-(3,3-dimethoxypropyl)piperazine